C1(=CC=C(C=C1)C#CCO[Si](C)(C)C(C)(C)C)C1=CC=CC=C1 ((3-([1,1'-biphenyl]-4-yl)prop-2-yn-1-yl)oxy)(tert-butyl)dimethylsilane